[Cl-].BrC=1C=NC(=NC1)N1N=C(N=C1[C@H](C)[NH3+])CC [(1S)-1-[2-(5-bromopyrimidin-2-yl)-5-ethyl-1,2,4-triazol-3-yl]ethyl]ammonium chloride